2-(1-hydroxyethyl)(4,5,6,7-2H4)-1-benzofuran OC(C)C=1OC2=C(C1)C(=C(C(=C2[2H])[2H])[2H])[2H]